(2-(10-(but-2-en-2-yl)phenanthren-9-yl)phenyl)diphenylphosphine CC(=CC)C1=C(C2=CC=CC=C2C=2C=CC=CC12)C1=C(C=CC=C1)P(C1=CC=CC=C1)C1=CC=CC=C1